(2R)-2-(6-{5-chloro-2-[(oxan-4-yl)amino]pyrimidin-4-yl}-1-oxo-2,3-dihydro-1H-isoindol-2-yl)-N-[(1S)-2-hydroxy-1-(3-methoxyphenyl)ethyl]-butanamide ClC=1C(=NC(=NC1)NC1CCOCC1)C1=CC=C2CN(C(C2=C1)=O)[C@@H](C(=O)N[C@H](CO)C1=CC(=CC=C1)OC)CC